(S)-N-(3-(2-(4-chloro-3-(tetrahydrofuran-3-yloxy)phenylamino)-5-fluoropyrimidin-4-ylamino)phenyl)acrylamide ClC1=C(C=C(C=C1)NC1=NC=C(C(=N1)NC=1C=C(C=CC1)NC(C=C)=O)F)O[C@@H]1COCC1